NC1C2CN(CC1C2)C2=NC(=C(C=1N2C=CN1)C1=CC(=C(C=C1)C)O)C1=CC(=C(C#N)C=C1)F 4-(5-(6-amino-3-azabicyclo[3.1.1]heptane-3-yl)-8-(3-hydroxy-4-methylphenyl)imidazolo[1,2-c]pyrimidin-7-yl)-2-fluorobenzonitrile